C(C)(C)(C)OC(=O)N1CCC(CC1)N1C(NC2=C1C=CC=C2Br)=S=O 4-(4-bromo-2-sulfinyl-2,3-dihydro-1H-1,3-benzodiazole-1-yl)piperidine-1-carboxylic acid tert-butyl ester